ClC=1C=2C(N=C3N(C2C=CC1)C1=CC=C(C=C1C3(C)C)C=3C=NN(C3)CCCC(=O)OC(C)(C)C)=O tert-butyl 4-(4-(4-chloro-7,7-dimethyl-5-oxo-5,7-dihydroindolo[1,2-a]quinazolin-9-yl)-1H-pyrazol-1-yl)butanoate